3-{6-[2-(pyridin-3-yl)ethynyl]-[1,3]oxazolo[5,4-b]pyridin-2-yl}pyridine N1=CC(=CC=C1)C#CC=1C=C2C(=NC1)OC(=N2)C=2C=NC=CC2